2-((1-(4-(2-(2-Aminopyridin-3-yl)-5-phenyl-3H-imidazo[4,5-b]pyridin-3-yl)benzyl)piperidin-4-yl)oxy)isonicotinonitrile NC1=NC=CC=C1C1=NC=2C(=NC(=CC2)C2=CC=CC=C2)N1C1=CC=C(CN2CCC(CC2)OC=2C=C(C#N)C=CN2)C=C1